CC(CCCCCCCCCC)OCCO 2-[(1-methylundecyl)oxy]ethanol